C1(CCCCC1)CC#CC(B1OC(C(N(C(C(O1)=O)(C)C)C)(C)C)=O)NS(=O)(=O)C1=CC=C(C=C1)[N+](=O)[O-] N-(4-cyclohexyl-1-(5,5,6,7,7-pentamethyl-4,8-dioxo-1,3,6,2-dioxazaborocan-2-yl)but-2-yn-1-yl)-4-nitrobenzenesulfonamide